NC1=NC=CC(=C1Cl)SC1=CN=C(C(=N1)CO)N1CCC2([C@@H]([C@@H](OC2)C)N)CC1 {6-[(2-amino-3-chloropyridin-4-yl)thio]-3-[(3S,4S)-4-amino-3-methyl-2-oxa-8-azaspiro[4.5]decan-8-yl]pyrazin-2-yl}methanol